C(C)(C)(C)OC(=O)N1C[C@@H](CCC1)C(NC1=NN(C2=CC=C(C=C12)C1=C(C=CC(=C1)N)Cl)C(C1=CC=CC=C1)(C1=CC=CC=C1)C1=CC=CC=C1)=O (3R)-3-{[5-(5-amino-2-chlorophenyl)-1-trityl-1H-indazol-3-yl]carbamoyl}piperidine-1-carboxylic acid tert-butyl ester